bis-(2,4-dimethoxyphenyl)terphenyl COC1=C(C=CC(=C1)OC)C=1C(=C(C=CC1)C=1C(=CC=CC1)C1=CC=CC=C1)C1=C(C=C(C=C1)OC)OC